O1[C@H](COC2=C1C=CC=C2)CN2C[C@H](CCC2)C=2C=C(C=CC2)O (R)-3-{1-[(S)-1-(2,3-dihydrobenzo[1,4]dioxin-2-yl)methyl]piperidin-3-yl}phenol